dimethyl 3-(2-bromo-4-fluorophenyl)-2,2-dimethylpentanedioate BrC1=C(C=CC(=C1)F)C(C(C(=O)OC)(C)C)CC(=O)OC